4-(chloroethyl)morpholine HCl Cl.ClCCN1CCOCC1